2-Methyl-2-propanyl (3S)-3-{2-chloro-7-[4-(methoxycarbonyl)phenyl]-8-oxo-7,8-dihydro-9H-purin-9-yl}-1-Piperidinecarboxylate ClC1=NC=C2N(C(N(C2=N1)[C@@H]1CN(CCC1)C(=O)OC(C)(C)C)=O)C1=CC=C(C=C1)C(=O)OC